N-benzyl-2-(2,4-dichlorophenyl)-3-oxo-4-phenyl-3,5-dihydropyrido[4,3-b]indole-1-carboxamide C(C1=CC=CC=C1)NC(=O)C=1N(C(C(=C2NC=3C=CC=CC3C21)C2=CC=CC=C2)=O)C2=C(C=C(C=C2)Cl)Cl